5-(4-(benzyloxy)-3-fluorophenyl)-2H-tetrazole C(C1=CC=CC=C1)OC1=C(C=C(C=C1)C=1N=NNN1)F